2-(2-methoxy-4-(4,4,5,5-tetramethyl-1,3,2-dioxaborolan-2-yl)phenyl)-3,5,7,8-tetrahydro-4H-thiopyrano[4,3-d]pyrimidin-4-one COC1=C(C=CC(=C1)B1OC(C(O1)(C)C)(C)C)C=1NC(C2=C(N1)CCSC2)=O